NC1=NC(=C2N=CN(C2=N1)CC(=O)NC1=CC(=NN1CC)C)NC1=CC=C(C(=O)N)C=C1 4-((2-amino-9-(2-((1-ethyl-3-methyl-1H-pyrazol-5-yl)amino)-2-oxoethyl)-9H-purin-6-yl)amino)benzamide